CN1C(OC(C2=C1C=CC=C2)=O)=O 1-methyl-2H-benzo[d][1,3]oxazine-2,4(1H)-dione